p-carboxyl-benzenesulfonamide C(=O)(O)C1=CC=C(C=C1)S(=O)(=O)N